C(C)(=O)OC(C=CC1(CCC(CC1)CCCC)O)OC(C)=O 3-(4-butyl-1-hydroxycyclohexyl)prop-2-ene-1,1-diyl diacetate